1-(4-Bromophenyl)hex-5-yn-1-ol BrC1=CC=C(C=C1)C(CCCC#C)O